C[Si](OC1=CC=C(C=C1)C1OCC(CO1)C=O)(C)C 2-{4-[(trimethylsilyl)oxy]phenyl}-1,3-dioxane-5-carbaldehyde